4-(4-Methylbenzoylamino)-5-(p-toluenesulfonyl)thiophene-2-carboxylic acid ethyl ester C(C)OC(=O)C=1SC(=C(C1)NC(C1=CC=C(C=C1)C)=O)S(=O)(=O)C1=CC=C(C)C=C1